C1(CC1)N1C(NC2=C(C1=O)N=C(O2)CN2CCN(CC2)C=2C=CC(=NC2)C(=O)NC)=O 5-(4-((6-cyclopropyl-5,7-dioxo-4,5,6,7-tetrahydrooxazolo[5,4-d]pyrimidin-2-yl)methyl)piperazin-1-yl)-N-methylpicolinamide